ClC1=C(N=C(C=2C(N3[C@@H](COC21)CN(CC3)C(=O)OC(C)(C)C)=O)NC=3C(=NC=CC3C)C(C)C)C3=C(C=CC=C3)F tert-Butyl (R)-4-chloro-3-(2-fluorophenyl)-1-((2-isopropyl-4-methylpyridin-3-yl)amino)-12-oxo-6a,7,9,10-tetrahydro-12H-pyrazino[2,1-c]pyrido[3,4-f][1,4]oxazepine-8(6H)-carboxylate